2-{[(2-{bis[(4-methoxyphenyl)methyl]amino}pyridin-3-yl)methyl][7-chloro-5-fluoro-4-(4-fluoro-1-methylindazol-7-yl)-1H-pyrazolo[3,4-f]quinazolin-9-yl]amino}ethan-1-ol COC1=CC=C(C=C1)CN(C1=NC=CC=C1CN(CCO)C1=NC(=NC2=C(C(=C3C(=C12)NN=C3)C=3C=CC(=C1C=NN(C31)C)F)F)Cl)CC3=CC=C(C=C3)OC